C(C)(C)C1=NC(=CC(=C1NC(=O)N=S(=O)(N)C=1C=NN2C1OC[C@@H](C2)OC)C(C)C)OC (6R)-N'-((2,4-diisopropyl-6-methoxypyridin-3-yl)carbamoyl)-6-methoxy-6,7-dihydro-5H-pyrazolo[5,1-b][1,3]oxazine-3-sulfonimidamide